NC1=NC=CC(=N1)C=1C2=C(C(=NC1)NCC=1C=C(C(=O)NCC(C)(C)OC)C=CC1)CCO2 3-(((7-(2-Aminopyrimidin-4-yl)-2,3-dihydrofuro[3,2-c]pyridin-4-yl)amino)methyl)-N-(2-methoxy-2-methylpropyl)benzamid